FC(C(=O)[O-])(F)F.C(C)(C)(C)C1=NN=C(S1)OC1=CC=C(C=C1)C1CCN(CC1)C(=O)C1=CC(=C(OC2C[NH2+]C2)C=C1)NS(=O)(=O)CC1=CC=CC=C1 3-(4-(4-(4-((5-(tert-butyl)-1,3,4-thiadiazol-2-yl)oxy)phenyl)piperidine-1-carbonyl)-2-((phenylmethyl)sulfonamido)phenoxy)azetidin-1-ium 2,2,2-trifluoroacetate